ClC=1C(=C(C=2CCCC2C1)N)C1=CC=2N(C=C1)C=NC2 6-chloro-5-(imidazo[1,5-a]pyridin-7-yl)-2,3-dihydro-1H-inden-4-amine